CCC(CC)NC(=O)C1=NNC(=C1)C=1C=C(C=CC1)C=1OC(=CN1)C(=O)N[C@H](C(=O)OCC)C1=CC=CC=C1 ethyl (S)-2-(2-(3-(3-(pentane-3-ylcarbamoyl)-1H-pyrazol-5-yl) phenyl) oxazole-5-carboxamido)-2-phenylacetate